benzyl (S)-4-(7-benzyl-2-chloro-3-cyano-5,6,7,8-tetrahydro-1,7-naphthyridin-4-yl)-2-(cyanomethyl)piperazine-1-carboxylate C(C1=CC=CC=C1)N1CCC=2C(=C(C(=NC2C1)Cl)C#N)N1C[C@@H](N(CC1)C(=O)OCC1=CC=CC=C1)CC#N